C(C(=C)C)(=O)OCCCOC1=CC(=C(C(=C1)N1N=C2C(=N1)C=C(C(=C2)OC)OC)O)C(C)(C)C 3-(3-(tert-butyl)-5-(5,6-dimethoxy-2H-benzo[d][1,2,3]triazol-2-yl)-4-hydroxyphenoxy)propyl methacrylate